COC(=O)C=1C(=CC=CC1)C1=CC=C(C=C1)CBr 4'-bromomethyl-2-biphenylcarboxylic acid methyl ester